FC=1C=C(OC2=C(C=C(C=C2)CO)F)C=CC1F (4-(3,4-difluorophenoxy)-3-fluorophenyl)methanol